COC=1C(=CC(=NC1)C(=O)N)C=CC1CCC(CC1)C(F)(F)F 5-methoxy-4-(2-(4-(trifluoromethyl)cyclohexyl)vinyl)picolinamide